COC=1C=C(CN2C3CC3CC2C(=O)N)C=CN1 2-(2-methoxyisonicotinyl)-2-azabicyclo[3.1.0]hexane-3-carboxamide